NCC(=O)O.OCCN1CCNCC1 1-(2-hydroxyethyl)piperazine glycinate